N[C@@H]1CN(C[C@@H]([C@H]1O)C1CC1)C1=C2C(=NC=C1NC(=O)C1=NC(=C(C=C1)F)C1=C(C=CC=C1F)F)C(CC2)O N-{4-[(3R,4R,5S)-3-amino-5-cyclopropyl-4-hydroxypiperidin-1-yl]-7-hydroxy-6,7-dihydro-5H-cyclopenta[b]pyridin-3-yl}-6-(2,6-difluorophenyl)-5-fluoropyridine-2-carboxamide